4-((2,6-difluoro-4-(4-(hydroxymethyl)-1H-1,2,3-triazol-1-yl)benzyl)oxy)phenyl sulfurofluoridate S(OC1=CC=C(C=C1)OCC1=C(C=C(C=C1F)N1N=NC(=C1)CO)F)(=O)(=O)F